FC(C=1C=C(C=C(C1)C(F)(F)F)NC1=NC=2C(N=C1OC)=NON2)(F)F N-(3,5-BIS(TRIFLUOROMETHYL)PHENYL)-6-METHOXY-[1,2,5]OXADIAZOLO[3,4-B]PYRAZIN-5-AMINE